COC1=C(C(=O)C=[S](C)(C)Br)C=CC=C1 2-(methoxy)benzoylmethylenedimethyl-sulfur bromide